4-(3-(6-methyl-1H-pyrazolo[3,4-b]pyridin-4-yl)-4,5,6,7-tetrahydropyrazolo[1,5-a]pyridin-2-yl)thiazole CC1=CC(=C2C(=N1)NN=C2)C=2C(=NN1C2CCCC1)C=1N=CSC1